NC1=C(C(N(C(N1C)=O)CC1=NC(=NO1)C[C@H](O)C1=CC=C(C=C1)Cl)=O)Cl (S)-6-amino-5-chloro-3-((3-(2-(4-chlorophenyl)-2-hydroxyethyl)-1,2,4-oxadiazol-5-yl)methyl)-1-methylpyrimidine-2,4(1H,3H)-dione